CS(=O)(=O)O[C@H](COCCOCCN1C(=CC(=C1)C1=NN(C2=CC=C(C=C12)O[Si](C)(C)C(C)(C)C)C1OCCCC1)C#N)C [(1S)-2-[2-[2-[4-[5-[tert-butyl(dimethyl)silyl]oxy-1-tetrahydropyran-2-yl-indazol-3-yl]-2-cyano-pyrrol-1-yl]ethoxy]ethoxy]-1-methyl-ethyl] methanesulfonate